1-tert-butyl 18-(2,5-dioxopyrrolidin-1-yl) octadecanedioate C(CCCCCCCCCCCCCCCCC(=O)ON1C(CCC1=O)=O)(=O)OC(C)(C)C